C(CCCCCCC\C=C/C\C=C/CCCCC)(=O)O (10z,12z)-octadeca-9,12-dienoic acid